OC1=CC=C2C=CC3=C(C=CCO3)C2=C1 9-hydroxynaphthopyran